The molecule is a member of furans and a cyclopropanecarboxylate ester. It has a role as a pyrethroid ester insecticide and an agrochemical. It derives from a chrysanthemic acid. CC(=CC1C(C1(C)C)C(=O)OCC2=COC(=C2)CC3=CC=CC=C3)C